2,2',7,7-Tetrakis[N,N-di(4-methoxyphenyl)amino]-9,9'-spirobifluorene bis(trifluoromethanesulfonyl)imide [N-](S(=O)(=O)C(F)(F)F)S(=O)(=O)C(F)(F)F.COC1=CC=C(C=C1)N(C1=CC=C(C=C1)OC)C1=CC=2C3(C4=CC(CC=C4C2C=C1)(N(C1=CC=C(C=C1)OC)C1=CC=C(C=C1)OC)N(C1=CC=C(C=C1)OC)C1=CC=C(C=C1)OC)C1=CC=CC=C1C=1C=CC(=CC13)N(C1=CC=C(C=C1)OC)C1=CC=C(C=C1)OC